FC(CN)(C1=CC=C(C=C1)C1=NN(C=N1)C1=CC=C(C=C1)OC(F)(F)F)F 2,2-difluoro-2-(4-(1-(4-(trifluoromethoxy)phenyl)-1H-1,2,4-triazol-3-yl)phenyl)ethylamine